(6S,9aS)-N-benzyl-6-(4-hydroxybenzyl)-2-((3-(6-morpholinopyridin-2-yl)isoxazol-5-yl)methyl)-4,7-dioxo-8-(quinolin-5-ylmethyl)octahydro-1H-pyrazino[2,1-c][1,2,4]triazine-1-carboxamide C(C1=CC=CC=C1)NC(=O)N1N(CC(N2[C@@H]1CN(C([C@@H]2CC2=CC=C(C=C2)O)=O)CC2=C1C=CC=NC1=CC=C2)=O)CC2=CC(=NO2)C2=NC(=CC=C2)N2CCOCC2